ClC1=CC(=C(C=2NC3=CC=C(C=C3C12)F)OCCN(C)C)[N+](=O)[O-] 2-(4-chloro-6-fluoro-2-nitro-9H-carbazol-1-yloxy)-N,N-dimethylethanamine